FC=1C=CC(=C(C1)NC(=O)NC1=CC(=CC(=C1)OC)Cl)CO 1-(5-fluoro-2-hydroxymethylphenyl)-3-(3-chloro-5-methoxyphenyl)urea